Tert-butyl N-{1-[8-({8-fluoro-2-methylimidazo[1,2-a]pyridin-6-yl}carbamoyl)-2-methylquinolin-5-yl]pyrrolidin-3-yl}-N-methylcarbamate FC=1C=2N(C=C(C1)NC(=O)C=1C=CC(=C3C=CC(=NC13)C)N1CC(CC1)N(C(OC(C)(C)C)=O)C)C=C(N2)C